2-Methoxy-4-phenyl-5H-indeno[1,2-b]pyridine-3-carbonitrile COC1=C(C(=C2C(=N1)C1=CC=CC=C1C2)C2=CC=CC=C2)C#N